C(C)(C)(C)/C=C/B(O)O 2-tert-Butyl-E-vinylboronic acid